C1(CC1)C=1N=C(C2=CC3=C(C=C2C1C1=CC=C(C=C1)F)C=NN3)N=S(=O)(C)CC ((6-cyclopropyl-5-(4-fluorophenyl)-1H-pyrazolo[4,3-g]isoquinolin-8-yl)imino)(ethyl)(methyl)-λ6-sulfanone